adipoyl-bis(pentyl carbamate) C(CCCCC(=O)N(C([O-])=O)CCCCC)(=O)N(C([O-])=O)CCCCC